(S)-3-methyl-5-oxopiperazine-1-carboxylic acid tert-butyl ester C(C)(C)(C)OC(=O)N1C[C@@H](NC(C1)=O)C